CC=1C(NC=2C=C3C(=NC2C1)OCC[C@H]1N(C3=O)CCN(C1)C(=O)OC(C)(C)C)=O tert-butyl (R)-10-methyl-11,14-dioxo-1,2,4,4a,5,6,11,14-octahydro-3H,12H-pyrazino[1',2':5,6][1,5]oxazocino[2,3-b][1,5]naphthyridine-3-carboxylate